5-(tert-butyl)-N-(1-(2,5-dimethoxyphenyl)-5-methyl-1H-1,2,3-triazol-4-yl)-2-hydroxybenzamide C(C)(C)(C)C=1C=CC(=C(C(=O)NC=2N=NN(C2C)C2=C(C=CC(=C2)OC)OC)C1)O